P(OC1=CC=C(C=C1)C(C)(C)CC)(OC1=CC=C(C=C1)C(C)(C)CC)OC1=CC=C(C=C1)C(C)(C)CC tris(4-t-pentylphenyl) phosphite